(1-(cyclopropylsulfonyl)piperidin-4-yl)-6-methyl-8-(2,6-diazaspiro[3.4]oct-2-yl)pyrido[3,4-d]pyrimidin-2-amine C1(CC1)S(=O)(=O)N1CCC(CC1)C=1C2=C(N=C(N1)N)C(=NC(=C2)C)N2CC1(C2)CNCC1